(Z)-2-((4-amino-2-fluorobut-2-en-1-yl)sulfonyl)-N-(4-(N,N-diisopropylsulfonylamino)phenyl)benzamide hydrochloride Cl.NC\C=C(\CS(=O)(=O)C1=C(C(=O)NC2=CC=C(C=C2)N(S(=O)(=O)C(C)C)S(=O)(=O)C(C)C)C=CC=C1)/F